BrC=1C=C2CC(N(C2=CC1)CC1=NN(C=C1)C)=O 5-bromo-1-((1-methyl-1H-pyrazol-3-yl)methyl)indolin-2-one